C(C)(=O)N[C@H](C(=O)N[C@H]1CCC=2C=CC=C3C[C@H](N(C23)C1=O)C(=O)N[C@H](C(=O)O)CCC(=O)O)C(C)C (S)-2-{[(2S,5S)-5-((S)-2-Acetylamino-3-methyl-butyrylamino)-4-oxo-1,2,4,5,6,7-hexahydro-azepino[3,2,1-hi]indole-2-carbonyl]-amino}-pentanedioic acid